CS(=O)(=O)CCN1CC(CC1)C1=C(C=CC(=C1)N)N (1-(2-(methylsulfonyl)ethyl)pyrrolidin-3-yl)benzene-1,4-diamine